C(C1=CC=CC=C1)OC1=NC(=NC=C1F)C(=O)OC methyl 4-(benzyloxy)-5-fluoropyrimidine-2-carboxylate